ethyl 6-(4-fluorophenyl)-4-hydroxy-2-oxo-1-(2-(4-methylpiperazin-1-yl)ethyl)-1,2-dihydro-1,8-naphthyridine-3-carboxylate FC1=CC=C(C=C1)C=1C=C2C(=C(C(N(C2=NC1)CCN1CCN(CC1)C)=O)C(=O)OCC)O